β-chloroacrylonitrile ClC=CC#N